C1(CCCCC1)C1=CC(=CC(N1O)=O)C 6-cyclohexyl-1-hydroxy-4-methyl-2(1H)-pyridinone